tris(4,4-dimethyl-2-oxazolinyl)phenylmagnesium borate B([O-])([O-])[O-].CC1(N=C(OC1)C1=C(C(=C(C=C1)[Mg+])C=1OCC(N1)(C)C)C=1OCC(N1)(C)C)C.CC1(N=C(OC1)C1=C(C(=C(C=C1)[Mg+])C=1OCC(N1)(C)C)C=1OCC(N1)(C)C)C.CC1(N=C(OC1)C1=C(C(=C(C=C1)[Mg+])C=1OCC(N1)(C)C)C=1OCC(N1)(C)C)C